OC1=C(C=CC=C1)C=1C=C2C(=NN1)NC[C@@H]1N2CCN(C1)C1CCN(CC1)C1CCN(CC1)C=1C=CC(=NC1)C(=O)O (S)-5-(4-(2-(2-hydroxyphenyl)-6a,7,9,10-tetrahydro-5H-pyrazino[1',2':4,5]pyrazino[2,3-c]pyridazin-8(6H)-yl)-[1,4'-bipiperidin]-1'-yl)picolinic acid